1,6-diglycidyl-oxy-naphthalene C(C1CO1)OC1=CC=CC2=CC(=CC=C12)OCC1CO1